BrN1C(N(C(C1=O)(C)C)Cl)=O N'-bromochloro-5,5-dimethylhydantoin